CN1C(N(C2=C([C@H]1C1=C(C=C(C#N)C=C1)C1=CN=CO1)C(NCC2)=O)C2=CC(=CC=C2)C(F)(F)F)=O |r| racemic-4-{3-methyl-2,5-dioxo-1-[3-(trifluoromethyl)phenyl]-1H,2H,3H,4H,5H,6H,7H,8H-pyrido[4,3-d]pyrimidin-4-yl}-3-(1,3-oxazol-5-yl)benzonitrile